ClC1=C(N=C(NC1=O)C1=CC(=NC=C1)F)CN1CCNCC1 5-chloro-2-(2-fluoro-4-pyridinyl)-4-(piperazin-1-ylmethyl)-1H-pyrimidin-6-one